(5-bromo-2,3-dichlorophenyl)hydrazino-butyl-phenol BrC=1C=C(C(=C(C1)NNC=1C(=C(C=CC1)O)CCCC)Cl)Cl